COC(=O)C1=NN(C(=C1)C(=O)OC)C1=NC=CC(=C1)CC1=CC(=CC(=C1)C(F)(F)F)F 1-(4-(3-fluoro-5-(trifluoromethyl)benzyl)pyridin-2-yl)-1H-pyrazole-3,5-dicarboxylic acid dimethyl ester